FC(CP(OCC(F)(F)F)(=O)C1=C(C=CC=C1)F)(F)F (2,2,2-trifluoroethyl) (2,2,2-trifluoroethyl)(2-fluorophenyl)phosphinate